4-[3,5-dimethoxy-4-(piperazin-1-ylmethyl)phenyl]-2-methyl-2,7-naphthyridin-1-one HCl Cl.COC=1C=C(C=C(C1CN1CCNCC1)OC)C1=CN(C(C2=CN=CC=C12)=O)C